1-((3,3-difluoro-2-oxo-2,3-dihydro-1H-pyrrolo[2,3-b]pyridin-4-yl)methyl)-5,5-dimethyl-3-(4-(1,1,1-trifluoro-2-methylpropan-2-yl)phenyl)imidazolidine-2,4-dione FC1(C(NC2=NC=CC(=C21)CN2C(N(C(C2(C)C)=O)C2=CC=C(C=C2)C(C(F)(F)F)(C)C)=O)=O)F